C(C)OC(C)(C)[C@@]1(CN(CC1)C(C)(C)C=1C=NC(=CC1)C)CCC1=NC2=CC=CC=C2C=N1 (S)-2-(2-(3-(2-ethoxypropan-2-yl)-1-(2-(6-methylpyridin-3-yl)propan-2-yl)pyrrolidin-3-yl)ethyl)quinazoline